CC1=NN(C(=C1)C(F)(F)F)C1=CC=C(C=C1)CN (4-(3-methyl-5-(trifluoromethyl)-1H-pyrazol-1-yl)phenyl)methylamine